6-Methyl-2-(methylsulfonyl)-N-neopentylpyrido[3,4-d]pyrimidin-8-amine CC1=CC2=C(N=C(N=C2)S(=O)(=O)C)C(=N1)NCC(C)(C)C